7-(6-(ethyl(methyl)amino)pyridin-3-yl)-2-(1-ethylpiperidin-4-yl)-2,4-dimethyl-N-((6-methyl-4-(methylthio)-2-oxo-1,2-dihydropyridin-3-yl)methyl)benzo[d][1,3]dioxole-5-carboxamide C(C)N(C1=CC=C(C=N1)C1=CC(=C(C2=C1OC(O2)(C)C2CCN(CC2)CC)C)C(=O)NCC=2C(NC(=CC2SC)C)=O)C